1-(2-(5-bromo-3-(difluoromethyl)pyridin-2-yl)-2H-1,2,3-triazol-4-yl)ethan-1-one BrC=1C=C(C(=NC1)N1N=CC(=N1)C(C)=O)C(F)F